C(C)(C)N1N=CC(=C1)C1=CC(=NC=C1)N(C(=O)[C@H]1C[C@H](CCC1)CC(=O)O)CC12CCC(CC1)(CC2)C2=CC(=C(C=C2)OC)C cis-2-(3-((4-(1-isopropyl-1H-pyrazol-4-yl)pyridin-2-yl)((4-(4-methoxy-3-methylphenyl)bicyclo[2.2.2]octan-1-yl)methyl)carbamoyl)cyclohexyl)acetic acid